ClC=1C=C2CCN(CC2=CN1)C(C(C)(C)C)=O 1-(6-chloro-3,4-dihydro-2,7-naphthyridin-2(1H)-yl)-2,2-dimethylpropan-1-one